FC1=C(C(=C(C(=C1C)F)C)F)C trifluoro(mesitylene)